CN1C(N(CC1)C1CC2CN(C1CC2)C=2N=NC(=CN2)C(=O)N)=O 3-(6-(3-methyl-2-oxoimidazolin-1-yl)-2-azabicyclo[2.2.2]oct-2-yl)-1,2,4-triazine-6-carboxamide